ClC(=O)OC[C@H]1[C@H]2C[C@H]2CN1C(=O)OC(C)(C)C (R)-cis-tert-butyl (1S,2R,5R)-2-[[(chlorocarbonyl) oxy] methyl]-3-azabicyclo[3.1.0]hexane-3-carboxylate